(2S,4R)-N-(3-chloro-2-fluorobenzyl)-1-(2-(4-chloro-5-cyano-7H-pyrrolo[2,3-d]pyrimidin-7-yl)acetyl)-4-fluoropyrrolidine-2-carboxamide ClC=1C(=C(CNC(=O)[C@H]2N(C[C@@H](C2)F)C(CN2C=C(C3=C2N=CN=C3Cl)C#N)=O)C=CC1)F